N1(CCOCC1)C1=NC=C(C=N1)C=1C=CC=2N=C3COCC4(N3C2N1)COCC1=CC=CC=C14 2'-(2-morpholinylpyrimidin-5-yl)-6',8'-dihydrospiro[isochroman-4,9'-pyrido[3',2':4,5]imidazo[2,1-c][1,4]oxazine]